FC=1C=C(C=NC1C)CNCC[C@]1(CCOC2(CCCC2)C1)C1=NC=CC=C1 [(5-fluoro-6-methylpyridin-3-yl)methyl]({2-[(9R)-9-(pyridin-2-yl)-6-oxaspiro[4.5]decan-9-yl]ethyl})amine